N-[(2-chloropyridin-4-yl)methyl]-1-(3,5-dichlorophenyl)-3-methyl-5-oxopyrrolidine-3-carboxamide ClC1=NC=CC(=C1)CNC(=O)C1(CN(C(C1)=O)C1=CC(=CC(=C1)Cl)Cl)C